C1(CCCC1)N1C(C(=C(C2=C1N=CN=C2)C)I)=O 8-cyclopentyl-6-iodo-5-methylpyrido[2,3-d]pyrimidin-7-one